FC1=C(C(=C(C=C1OC)OC)F)N1C(N(C2=C(C1)C=NC1=C2C=C(N1)CN1CCOCC1)CC)=O 3-(2,6-difluoro-3,5-dimethoxyphenyl)-1-ethyl-8-(morpholin-4-yl-methyl)-1,3,4,7-tetrahydro-2H-pyrrolo[3',2':5,6]pyrido[4,3-d]pyrimidin-2-one